CC1(COB(O1)C1=CC=C2C=CC(N(C2=C1)C)=O)C 7-(5,5-dimethyl-1,3,2-dioxaborolan-2-yl)-1-methylquinolin-2(1H)-one